p-[N',N''-Di(Boc)guanidino]phenol C(=O)(OC(C)(C)C)N=C(NC1=CC=C(C=C1)O)NC(=O)OC(C)(C)C